C[C@H]1[C@@H](C[C@H]([C@@H](O1)O[C@H](C)CC/C=C/C(=O)O)O)O The molecule is an (omega-1)-hydroxy fatty acid ascaroside obtained by formal condensation of the alcoholic hydroxy group of (2E,6R)-6-hydroxyhept-2-enoic acid with ascarylopyranose (the alpha anomer). A metabolite of the nematode Caenorhabditis elegans, it is weakly dauer inducing and a weak male-attractant. It has a role as a Caenorhabditis elegans metabolite and a pheromone. It is an alpha,beta-unsaturated monocarboxylic acid and an (omega-1)-hydroxy fatty acid ascaroside. It derives from a (2E,6R)-6-hydroxyhept-2-enoic acid. It is a conjugate acid of an ascr#7(1-).